BrC=1C=C(C=C2C=C(C=NC12)OC)CF 8-bromo-6-(fluoromethyl)-3-methoxyquinoline